4,4-difluoro-5-methyl-piperidin-3-ol FC1(C(CNCC1C)O)F